2-(5-(N-(2-(2-(2-(2-azidoethoxy)ethoxy)ethoxy)ethyl)piperidine-3-carboxamido)-2-oxopyridin-1(2H)-yl)acetic acid hydrochloride Cl.N(=[N+]=[N-])CCOCCOCCOCCN(C(=O)C1CNCCC1)C=1C=CC(N(C1)CC(=O)O)=O